OCCS(=O)(=O)NC1=CC(=C(C=C1)N1N=NC(=C1)C1=NC(=NC(=C1)C)N1C[C@@H](OCC1)C)N1CCC2(CC2)CC1 (S)-2-hydroxy-N-(4-(4-(6-methyl-2-(2-methylmorpholino)pyrimidin-4-yl)-1H-1,2,3-triazol-1-yl)-3-(6-azaspiro[2.5]octan-6-yl)phenyl)ethane-1-sulfonamide